2,4-dioxa-1,3,8-triazaspiro[4.5]Decane-8-carboxylic acid tert-butyl ester C(C)(C)(C)OC(=O)N1CCC2(ONON2)CC1